CCC(=C)C(=O)NCC N,N'-DIETHYLACRYLAMIDE